BrC=1N=CN2C1C(=NC=C2)Cl 1-Bromo-8-chloroimidazo[1,5-a]pyrazine